BrC=1C=C(SC1)C(C)N 1-(4-bromothiophen-2-yl)-1-ethylamine